N-(3-methoxy-1-naphthyl)-2-[[(2S)-1-methylpyrrolidin-2-yl]methoxy]-6-piperazin-1-yl-pyrimidine-4-carboxamide COC=1C=C(C2=CC=CC=C2C1)NC(=O)C1=NC(=NC(=C1)N1CCNCC1)OC[C@H]1N(CCC1)C